ClC=1C(=C(C(=CC1Cl)Cl)OC(C(=O)OC1=C(C(=C(C=C1Cl)Cl)Cl)C(=O)OCC(C)(C)C)=O)C(=O)OCC(C)(C)C bis{3,4,6-trichloro-2-[(2,2-dimethylpropoxy)carbonyl] phenyl}-Oxalat